7-Bromo-6-oxo-5,6-dihydro-1,5-naphthyridine-3-carboxylate BrC=1C(NC=2C=C(C=NC2C1)C(=O)[O-])=O